(1S,4S)-4-(1,5-dimethylpyrazol-4-yl)-N-(5-fluoropentyl)-1-methyl-3,4-dihydro-1H-isoquinoline-2-carboxamide CN1N=CC(=C1C)[C@H]1CN([C@H](C2=CC=CC=C12)C)C(=O)NCCCCCF